[Si](C)(C)(C(C)(C)C)O[C@H](C[C@H](C(C)C)N(C([C@H]([C@H](CC)C)NC(=O)[C@@H]1N(CCCC1)C)=O)CCCCCC)C=1SC=C(N1)C(=O)OCC Ethyl 2-[(1R,3R)-1-[(tert-butyldimethylsilyl)oxy]-3-[(2S,3S)-N-hexyl-3-methyl-2-{[(2R)-1-methylpiperidin-2-yl]formamido}pentanamido]-4-methylpentyl]-1,3-thiazole-4-carboxylate